C(C)OC(C(CN)C)=O D-3-aminoisobutyric acid ethyl ester